8-((3R,5S)-3-(cyanomethylamino)-5-methylpiperidin-1-yl)quinoxaline-5-carbonitrile C(#N)CN[C@H]1CN(C[C@H](C1)C)C1=CC=C(C=2N=CC=NC12)C#N